BrC(C(=O)N)(C[N+](=O)[O-])Br 2,2-dibromo-3-nitropropionamide